BrC1=C(C=C2C(=NC(=NC2=C1F)OC[C@]12CCCN2C[C@@H](C1)F)N1C[C@H]2CC[C@@H](C1)N2C(=O)OC(C)(C)C)F tert-Butyl (1R,5S)-3-(7-bromo-6,8-difluoro-2-(((2R,7aS)-2-fluorotetrahydro-1H-pyrrolizin-7a(5H)-yl)methoxy)quinazolin-4-yl)-3,8-diazabicyclo[3.2.1]octane-8-carboxylate